C(C=C)(=O)OCCC[Si](C)(C)Br acryloxypropylbromodimethylsilane